C1(=CC=C(C=C1)C1=NC=CC(=C1)\C=C/1\C(NC(S1)=O)=O)C (Z)-5-((2-(p-tolyl)pyridin-4-yl)methylene)thiazolidine-2,4-dione